CC(C(=O)N1[C@@H](CC1)C1=CC=CC=C1)(C#C)C (S)-2,2-dimethyl-1-(2-phenylazetidin-1-yl)but-3-yn-1-one